C(C)C=CC1=CC=CC=C1 Ethylvinyl-Benzene